FC=1C=NC(=NC1)C1=C(C(=NC=C1)NC1=C(N=NC(=C1)NC1=NC=CC=C1)C(=O)NC([2H])([2H])[2H])OC 4-{[4-(5-fluoropyrimidin-2-yl)-3-methoxypyridin-2-yl]amino}-N-(2H3)methyl-6-[(pyridin-2-yl)amino]pyridazine-3-carboxamide